dimethylsilylene-bis(4,7-diethylinden-1-yl)hafnium C[Si](=[Hf](C1C=CC2=C(C=CC(=C12)CC)CC)C1C=CC2=C(C=CC(=C12)CC)CC)C